OCC1C2C(N3N1C(CC3(C)C)=O)C=3C=C(C=CC3C2)OC 10-(Hydroxymethyl)-6-methoxy-3,3-dimethyl-2,3,4a,9,9a,10-hexahydro-1H-indeno[1,2-c]pyrazolo[1,2-a]pyrazol-1-one